ClC=1C(=NNC1)C1=NC(=NC=C1C(F)(F)F)N[C@@H]1CC[C@H](CC1)N(C(CCC)=O)C1=NC=C(N=C1)C=1C=NN(C1)C N-(trans-4-((4-(4-chloro-1H-pyrazol-3-yl)-5-(trifluoromethyl)pyrimidin-2-yl)amino)cyclohexyl)-N-(5-(1-methyl-1H-pyrazol-4-yl)pyrazin-2-yl)butanamide